ClC1=CC(=C(C=C1)NC(OC)=O)C(N[C@H](C(C(=O)NC1CC1)=O)C[C@H]1C(N[C@@H](C1)C)=O)=O methyl N-[4-chloro-2-[[(1S)-3-(cyclopropylamino)-1-[[(3S,5R)-5-methyl-2-oxo-pyrrolidin-3-yl]methyl]-2,3-dioxo-propyl]carbamoyl]phenyl]carbamate